tert-butyl 9-cyclopropoxy-2-(4-cyclopropyl-2-(methoxymethoxy)phenyl)-8-oxo-2,3,4,5a,6,7,8,9-octahydro-5H-1,2,5,7-tetraazabenzo[cd]azulene-5-carboxylate C1(CC1)OC1C(NCC2C3=C(N(N=C13)C1=C(C=C(C=C1)C1CC1)OCOC)CCN2C(=O)OC(C)(C)C)=O